7-chloro-N-((4R,5S,7R,8R,9S,10R)-8,10-dihydroxy-7-(hydroxymethyl)-9-(4-(3,4,5-trifluorophenyl)-1H-1,2,3-triazol-1-yl)-1,6-dioxaspiro[4.5]decan-4-yl)benzo[b]thiophene-2-carboxamide ClC1=CC=CC2=C1SC(=C2)C(=O)N[C@@H]2CCO[C@]21O[C@@H]([C@@H]([C@@H]([C@H]1O)N1N=NC(=C1)C1=CC(=C(C(=C1)F)F)F)O)CO